cyclopenta[b]oxepin-7(5H)-one O1C=2C(CC=CC1)=CC(C2)=O